C(C)(C)(C)N1N=C(C=C1NN1C(C2=CC=CC=C2C1=O)=O)[C@@H]1C[C@@H](CC1)O[Si](C)(C)C(C)(C)C ({1-tert-butyl-3-[(1S,3R)-3-[(tert-butyldimethylsilyl)oxy]cyclopentyl]-1H-pyrazol-5-yl}amino)-2,3-dihydro-1H-isoindole-1,3-dione